COC([C@@H](CC1=CC=C(C=C1)OCCCC)O)=O |r| Racemic-methyl-3-(4-butoxyphenyl)-2-hydroxypropanoate